(2S,4S)-4-fluoro-2-(4-(5-(trifluoromethyl)-1H-pyrazol-4-yl)indoline-1-carbonyl)pyrrolidine-1-carbonitrile F[C@H]1C[C@H](N(C1)C#N)C(=O)N1CCC2=C(C=CC=C12)C=1C=NNC1C(F)(F)F